2-[tert-Butoxycarbonyl-(ethyl)amino]acetic acid C(C)(C)(C)OC(=O)N(CC(=O)O)CC